CC=1C=C(C=CC1OCC1=NC=CC=C1)NC=1SC2=C(N1)C=CC(=C2)C(C(=O)N)=CC (2-((3-methyl-4-(pyridin-2-ylmethoxy)phenyl)amino)benzothiazol-6-yl)but-2-enamide